[Br-].O=C1C=C(NN1C1=CC=CC=C1)CCCCCCCCCC[P+](C1=CC=CC=C1)(C1=CC=CC=C1)C1=CC=CC=C1 (10-(5-oxo-1-phenyl-2,5-dihydro-1H-pyrazol-3-yl)decyl)triphenyl-phosphonium bromide